[4-(2-Cyclohexylethyl)piperazin-1-yl]-(3,4-dieth-oxyphenyl)methanon C1(CCCCC1)CCN1CCN(CC1)C(=O)C1=CC(=C(C=C1)OCC)OCC